5-chloro-N-[(3R)-7-{3,8-diazabicyclo[3.2.1]octan-3-yl}-5,8-difluoro-3,4-dihydro-2H-1-benzopyran-3-yl]-7-ethyl-7H-pyrrolo[2,3-c]pyridazine-3-carboxamide ClC1=CN(C=2N=NC(=CC21)C(=O)N[C@H]2COC1=C(C2)C(=CC(=C1F)N1CC2CCC(C1)N2)F)CC